ClC=1C=CC(=C(C1)CC(=O)NC=1N=NN(C1)CCCCN1N=NC(=C1)C(=O)NCC1=C(C=CC(=C1)Cl)F)F 1-(4-{4-[2-(5-chloro-2-fluorophenyl)acetamido]-1H-1,2,3-triazol-1-yl}butyl)-N-[(5-chloro-2-fluorophenyl)methyl]-1H-1,2,3-triazole-4-carboxamide